C1(CCCCC1)C[C@@H](C(=O)NC(CC1C(NC(C1)(C)C)=O)C(C(=O)NC1CC1)O)NC(OC(CC1=CC(=CC=C1)Cl)C1=CC(=CC=C1)Cl)=O 1,2-bis(3-chlorophenyl)ethyl ((2S)-3-cyclohexyl-1-((4-(cyclopropylamino)-1-(5,5-dimethyl-2-oxopyrrolidin-3-yl)-3-hydroxy-4-oxobutan-2-yl)amino)-1-oxopropan-2-yl)carbamate